C1=CC=CC=2C3=CC=CC=C3C(C12)COC(=O)N[C@H](C(=O)O)CC1=CC=C(C=C1)OC1CCN(CC1)C (S)-2-((((9H-fluoren-9-yl)methoxy)carbonyl)amino)-3-(4-((1-methylpiperidin-4-yl)oxy)phenyl)propanoic acid